N-(4-fluorophenyl)-N-methyl-6-(4-(trifluoromethyl)phenyl)pyrazine-2-carboxamide FC1=CC=C(C=C1)N(C(=O)C1=NC(=CN=C1)C1=CC=C(C=C1)C(F)(F)F)C